F[P-](F)(F)(F)(F)F.FC1N(C=C(N1C)Cl)C 2-fluoro-1,3-dimethyl-chloroimidazole hexafluorophosphate